1-((3s,4R)-4-(3,4-difluorophenyl)-1-(2-methoxyethyl)pyrrolidin-3-yl)-3-(4-methyl-3-((R)-1-(methylsulfonyl)pyrrolidin-2-yl)-1-phenyl-1H-pyrazol-5-yl)urea FC=1C=C(C=CC1F)[C@H]1[C@@H](CN(C1)CCOC)NC(=O)NC1=C(C(=NN1C1=CC=CC=C1)[C@@H]1N(CCC1)S(=O)(=O)C)C